N-[3-[5-chloro-2-(difluoromethoxy)phenyl]-1-[2-hydroxy-3-(morpholin-4-yl)propyl]-1H-pyrazol-4-yl]Pyrazolo[1,5-a]Pyrimidine-3-carboxamide ClC=1C=CC(=C(C1)C1=NN(C=C1NC(=O)C=1C=NN2C1N=CC=C2)CC(CN2CCOCC2)O)OC(F)F